FC(C=1C=C(C=CC1)NC1=NC=CC(=N1)C1=NC=C(C=N1)N)(F)F N2'-(3-(Trifluoromethyl)phenyl)-[2,4'-bipyrimidine]-2',5-diamine